4-[[(5S)-3-(3,5-difluorophenyl)-5-vinyl-4H-isoxazole-5-carbonyl]amino]tetrahydrofuran-2-carboxylic acid ethyl ester C(C)OC(=O)C1OCC(C1)NC(=O)[C@]1(CC(=NO1)C1=CC(=CC(=C1)F)F)C=C